[C@@H]1([C@@H](C1)C(=O)OC)C(=O)OC |r| dimethyl (+-)-trans-1,2-cyclopropanedicarboxylate